ClC1=CC=NC2=CC(=CC=C12)OCCCC1=CC=CC=C1 4-Chloro-7-phenylpropoxyquinoline